COC(=O)C=1N=NN(C1OC1=CC=C(C=C1)C1=CC=C(C=C1)C1CCC(CC1)(F)F)CC1=CC=C(C=C1)OC 5-{[4'-(4,4-difluorocyclohexyl)-[1,1'-biphenyl]-4-yl]oxy}-1-[(4-methoxyphenyl)methyl]-1H-1,2,3-triazole-4-carboxylic acid methyl ester